N,N-Di-ethyl-meta-toluamide C(C)N(C(=O)C=1C=C(C=CC1)C)CC